C(C)(C)OCCN1N=CC(=C1)C1=CC=2N(C(=C1)C=1C=NC(=CC1)N1CCN(CC1)CC=1C=NC(=CC1)OC)C(=CN2)C#N 7-(1-(2-isopropoxyethyl)-1H-pyrazol-4-yl)-5-(6-(4-((6-methoxypyridin-3-yl)methyl)piperazin-1-yl)pyridin-3-yl)imidazo[1,2-a]pyridine-3-carbonitrile